3-(1,2,5,6-Tetrahydropyridin-3-yl)benzo[c]isothiazole N1CC(=CCC1)C1=C2C(=NS1)C=CC=C2